2-(m-vinylphenyl)ethylmethyldimethoxysilane C(=C)C=1C=C(C=CC1)CC[Si](OC)(OC)C